(R)-(1'-(5-bromo-3-(methoxy(methyl)carbamoyl)pyrazin-2-yl)-3H-Spiro[benzofuran-2,4'-piperidin]-3-yl)carbamate BrC=1N=C(C(=NC1)N1CCC2(CC1)OC1=C([C@H]2NC([O-])=O)C=CC=C1)C(N(C)OC)=O